COC=1C2=C(N=C(N1)NC1CC(C1)(C(=O)N(C)C)C)NC=C2C2=CC=1N(C=C2)N=CC1 (1s,3s)-3-((4-methoxy-5-(pyrazolo[1,5-a]pyridin-5-yl)-7H-pyrrolo[2,3-d]pyrimidin-2-yl)amino)-N,N,1-trimethylcyclobutane-1-carboxamide